(S)-2-(aminooxy)-3-(4-(N-((R)-1-(tert-butoxycarbonyl)pyrrolidin-3-yl)carbamimidoyl)phenoxy)propanoic acid NO[C@H](C(=O)O)COC1=CC=C(C=C1)C(N[C@H]1CN(CC1)C(=O)OC(C)(C)C)=N